CCOCCOCC 3,6-Dioxaoctane